OC1=CC=C(C=C1)/C(=C(\CC)/C1=CC=CC=C1)/C1=CC=C(OC2=CC=C(C=N2)N2CCN(CC2)CCOC=2C=C3CN(C(C3=CC2)=O)C2C(NC(CC2)=O)=O)C=C1 (Z)-3-(5-(2-(4-(6-(4-(1-(4-hydroxyphenyl)-2-phenylbut-1-en-1-yl)phenoxy)pyridin-3-yl)piperazin-1-yl)ethoxy)-1-oxoisoindolin-2-yl)piperidine-2,6-dione